8-((2s,5r)-2,5-dimethyl-4-(2-methylquinolin-8-yl)piperazin-1-yl)-5-methyl-6-oxo-5,6-dihydro-1,5-naphthyridine-2-carbonitrile C[C@@H]1N(C[C@H](N(C1)C=1C=CC=C2C=CC(=NC12)C)C)C1=CC(N(C=2C=CC(=NC12)C#N)C)=O